(R)-1-(3-amino-2-fluorophenyl)-2-(butylamino)ethan-1-ol dihydrochloride Cl.Cl.NC=1C(=C(C=CC1)[C@H](CNCCCC)O)F